(3S)-1-(3-pyrimidin-5-yl-1H-pyrrolo[2,3-b]pyridin-4-yl)piperidin-3-amine N1=CN=CC(=C1)C1=CNC2=NC=CC(=C21)N2C[C@H](CCC2)N